tert-butyl 4-allylpiperidine-1-carboxylate C(C=C)C1CCN(CC1)C(=O)OC(C)(C)C